ClC=1C=NC(=NC1)C1(CC1)N 1-(5-chloropyrimidin-2-yl)cyclopropan-1-amine